tert-Butyl 3-(1H-indazol-3-yl)piperidine-1-carboxylate N1N=C(C2=CC=CC=C12)C1CN(CCC1)C(=O)OC(C)(C)C